4-(1-oxo-2H-isoquinolin-6-yl)piperazine-1-carboxylic acid tert-butyl ester C(C)(C)(C)OC(=O)N1CCN(CC1)C=1C=C2C=CNC(C2=CC1)=O